C1=CC=CC2=C1C1=C(C=NN2)C=CC=C1 dibenzodiazepine